COC(CNC(=O)C1(CCN(CC1)CC1=CC=CC2=CC=CC=C12)NC1=CC=CC=C1)=O (1-(naphthalen-1-ylmethyl)-4-(phenylamino)piperidine-4-carbonyl)glycine methyl ester